CC=1C(=C2COCC2=CC1)[C@@H]1CCC=2C(=NC=NC2C1)N1CCN(CC1)C(C=C)=O (R)-1-(4-(7-(5-methyl-1,3-dihydroisobenzofuran-4-yl)-5,6,7,8-tetrahydroquinazolin-4-yl)piperazin-1-yl)prop-2-en-1-one